C(CCCCCCCCCCCCCCCCCCCCCCCCCCCC)N1C(CCCC1)=O 1-N-nonacosyl-2-piperidone